O=C(CCOC[C@H]1N(CCC1)C=1C=C(C=NC1)C(F)(F)F)N1CCN(CC1)C1=NC=C(C=N1)C(F)(F)F (S)-5-(2-((3-oxo-3-(4-(5-(trifluoromethyl)pyrimidin-2-yl)piperazin-1-yl)propoxy)methyl)pyrrolidin-1-yl)-3-(trifluoromethyl)pyridine